FC1=C(C(=CC(=C1)OC1CN(CC1)CCCF)F)[C@@H]1N([C@H](CC2=C1NC1=CC=CC=C21)C)C21CC(C2)(C1)C(=O)N 3-((1S,3S)-1-(2,6-difluoro-4-((1-(3-fluoropropyl)pyrrolidin-3-yl)oxy)phenyl)-3-methyl-1,3,4,9-tetrahydro-2H-pyrido[3,4-b]indol-2-yl)bicyclo[1.1.1]pentane-1-carboxamide